C(C1=CN=CC=C1)(=O)OCN1C(=NC=2N(C(N(C(C12)=O)CCC)=O)CC)C=1C=NN(C1)CC1=CC(=CC=C1)C(F)(F)F (3-ethyl-2,6-dioxo-1-propyl-8-(1-(3-(trifluoromethyl)benzyl)-1H-pyrazol-4-yl)-1,2,3,6-tetrahydro-7H-purin-7-yl)methyl nicotinate